N,N'-di(2-hydroxybenzyl)ethylenediamine OC1=C(CNCCNCC2=C(C=CC=C2)O)C=CC=C1